OC12CCC(CC1)(C2)NC(=O)C=2OC1=C(C2)C=CC=C1B(O)O (2-((4-hydroxybicyclo[2.2.1]heptan-1-yl)carbamoyl)benzofuran-7-yl)boronic acid